octadecyl-2,2-dimethyl-3,4-epoxycyclohexanecarboxylate C(CCCCCCCCCCCCCCCCC)OC(=O)C1C(C2C(CC1)O2)(C)C